O[C@H]1CN(CC1)C(=O)C1=CSC2=C1N=C(N=C2N2[C@@H](COCC2)C)C2=C1C(=NC=C2)NC=C1 ((R)-3-hydroxypyrrolidin-1-yl)(4-((R)-3-Methylmorpholinyl)-2-(1H-pyrrolo[2,3-b]pyridin-4-yl)thieno[3,2-d]pyrimidin-7-yl)methanone